N-[6-(2,2-difluoroethoxy)-5-fluoro-2-methoxy-3-pyridyl]-8-methyl-5,6,7,8-tetrahydroimidazo[1,2-a]pyridine-3-sulfonamide FC(COC1=C(C=C(C(=N1)OC)NS(=O)(=O)C1=CN=C2N1CCCC2C)F)F